N,N-dimethyl-4-pyridineamine CN(C1=CC=NC=C1)C